2-{4-[12-Ethyl-4-(pyrimidin-5-yl)-8,11,13,14,16-pentaazatetracyclo[8.6.0.02,7.011,15]-hexadec-1(10),2,4,6,8,12,14-heptaen-16-yl]Phenyl}-2-methylpropanenitrile C(C)C=1N2C=3C=NC4=CC=C(C=C4C3N(C2=NN1)C1=CC=C(C=C1)C(C#N)(C)C)C=1C=NC=NC1